ClC1=NC(=C2N=CN(C2=N1)C(C)C)NCC1=C(C=CC=C1)N1N=C(C=C1)N1CCN(CC1)C 2-chloro-9-isopropyl-N-({2-[3-(4-methylpiperazin-1-yl)pyrazol-1-yl]phenyl}methyl)purin-6-amine